N-(2-amino-5-Chlorobenzyl)-2-chloro-N-(furan-2-ylmethyl)benzamide NC1=C(CN(C(C2=C(C=CC=C2)Cl)=O)CC=2OC=CC2)C=C(C=C1)Cl